2-{4-[1-(cyclohexylmethylamino)ethyl]phenyl}-1H-benzimidazole-4-carboxamide C1(CCCCC1)CNC(C)C1=CC=C(C=C1)C1=NC2=C(N1)C=CC=C2C(=O)N